COCC(=O)C1=C(C=C(C=C1F)F)F 2-methoxy-1-(2,4,6-trifluoro-phenyl)ethanone